5-cyano-2-(4,4-difluoroazepan-1-yl)-6-methylnicotinate C(#N)C=1C(=NC(=C(C(=O)[O-])C1)N1CCC(CCC1)(F)F)C